6-[3-(5-chloro-2-fluoro-phenyl)-1H-pyrazol-4-yl]-N-[5-(4-methylpiperazin-1-yl)-2-pyridyl]-1,5-naphthyridin-3-amine ClC=1C=CC(=C(C1)C1=NNC=C1C=1N=C2C=C(C=NC2=CC1)NC1=NC=C(C=C1)N1CCN(CC1)C)F